[1,4]Oxazine-3-carboxylic acid O1CC(=NC=C1)C(=O)O